1,4-butanedithiol C(CCCS)S